(R)-3-(hydroxymethyl)-4-(4,5,6-trichloro-2-((2-isopropyl-4-methylpyridin-3-yl)amino)nicotinoyl)piperazine-1-carboxylic acid tert-butyl ester C(C)(C)(C)OC(=O)N1C[C@@H](N(CC1)C(C1=C(N=C(C(=C1Cl)Cl)Cl)NC=1C(=NC=CC1C)C(C)C)=O)CO